3-(difluoromethyl)isoxazole FC(C1=NOC=C1)F